5-methyl-1,3-benzenediamine CC=1C=C(C=C(C1)N)N